C1(=CC(=CC=C1)N1C(=NC2=NC=CN=C2C1=O)SCC(=O)NC=1SC=CN1)C1=CC=CC=C1 2-((3-([1,1'-Biphenyl]-3-yl)-4-oxo-3,4-dihydropteridin-2-yl)thio)-N-(thiazol-2-yl)acetamide